CN(C=O)C N,N-bis-methylformamide